4-(4-Methoxyphenyl)-2-methyl-5-phenyloxazole COC1=CC=C(C=C1)C=1N=C(OC1C1=CC=CC=C1)C